C1(=CC(=CC(=C1)CNCCCNCCCNC(OC(C)(C)C)=O)CNCCCNCCCNC(OC(C)(C)C)=O)CNCCCNCCCNC(OC(C)(C)C)=O Tri-tert-butyl (((((benzene-1,3,5-triyltris(methylene))tris(azanediyl))-tris(propane-3,1-diyl))tris(azanediyl))tris(propane-3,1-diyl))tricarbamate